(S)-2-((((9H-fluoren-9-yl)methoxy)carbonyl)amino)-3-(1-methylpiperidin-4-yl)propanoic acid C1=CC=CC=2C3=CC=CC=C3C(C12)COC(=O)N[C@H](C(=O)O)CC1CCN(CC1)C